11,12-dihydro-11-phenylindolo[2,3-a]carbazole-1,2,3,4,5,6,7,8,9,10-d10 tert-butyl-(2S)-4-(2-bromo-5-cyano-4-nitrophenyl)-2-(hydroxymethyl)piperazine-1-carboxylate C(C)(C)(C)OC(=O)N1[C@@H](CN(CC1)C1=C(C=C(C(=C1)C#N)[N+](=O)[O-])Br)CO.C1(=CC=CC=C1)N1C2=C(C(=C(C(=C2C=2C(=C(C3=C(C12)NC=1C(=C(C(=C(C13)[2H])[2H])[2H])[2H])[2H])[2H])[2H])[2H])[2H])[2H]